C1(CC1)C1=NC=NC(=C1C1=NC(=C2NC=NC2=N1)N(C)CC1=CC=C(C=C1)C=1N(C=C(N1)C(F)(F)F)C(C)C)OC 2-(4-cyclopropyl-6-methoxypyrimidin-5-yl)-N-(4-(1-isopropyl-4-(trifluoromethyl)-1H-imidazol-2-yl)benzyl)-N-methyl-7H-purin-6-amine